N'-(1,3-diphenyl-1H-pyrazol-5-yl-carbonyl)-2-phenoxyacetohydrazide C1(=CC=CC=C1)N1N=C(C=C1C(=O)NNC(COC1=CC=CC=C1)=O)C1=CC=CC=C1